P(=O)(O)(O)O[C@H]1[C@H]([C@@](O[C@@H]1CO)(N1C(=O)NC(=O)C(=C1)C)F)O fluoro-5-methyluridine-3'-phosphate